Octadecyl 3,5-di-t-butyl-4-hydroxyhydrocinnamate C(C)(C)(C)C=1C=C(CCC(=O)OCCCCCCCCCCCCCCCCCC)C=C(C1O)C(C)(C)C